(2R,5S)-N-(7-chloro-6-(1-((3S,4S)-4-hydroxy-3-methyltetrahydrofuran-3-yl)piperidin-4-yl)isoquinolin-3-yl)-5-isopropoxytetrahydro-2H-pyran-2-carboxamide ClC1=C(C=C2C=C(N=CC2=C1)NC(=O)[C@@H]1OC[C@H](CC1)OC(C)C)C1CCN(CC1)[C@]1(COC[C@H]1O)C